dichloro(p-tolyl)ruthenium (II) Cl[Ru-](C1=CC=C(C=C1)C)Cl